FC=1C=CC2=C(C(=NO2)NCC2=C(C=C(C=C2)B2OC(C(O2)(C)C)(C)C)F)C1 5-Fluoro-N-(2-fluoro-4-(4,4,5,5-tetramethyl-1,3,2-dioxaborolan-2-yl)benzyl)benzo[d]isoxazol-3-amine